6-ethylideneoctahydro-5,8-methano-2H-1-benzopyran-2-one C(C)=C1CC2C3C(CCC(O3)=O)C1C2